7-bromo-2-(methoxymethyl)-3-methyl-9-(methylthio)-4H-pyrazino[1,2-a]pyrimidin-4-one BrC=1N=C(C=2N(C(C(=C(N2)COC)C)=O)C1)SC